(E)-nonane-7-carboxylate CCCCCCC(CC)C(=O)[O-]